1-bromo-3-iodo-5-trifluoromethylbenzene BrC1=CC(=CC(=C1)C(F)(F)F)I